C(=CC1=CC=CC=C1)C1=NC=NC=N1 6-styryl-s-triazine